(S)-4-(4-methylpyrazolo[1,5-a]pyridin-2-yl)-5-(5-(trifluoromethyl)pyrimidin-2-yl)-4,5,6,7-tetrahydro-1H-imidazo[4,5-c]pyridine CC=1C=2N(C=CC1)N=C(C2)[C@H]2N(CCC1=C2N=CN1)C1=NC=C(C=N1)C(F)(F)F